1-(4-bromobutyl)-N,N-bis(4-methoxybenzyl)-1H-pyrazole-3-sulfonamide BrCCCCN1N=C(C=C1)S(=O)(=O)N(CC1=CC=C(C=C1)OC)CC1=CC=C(C=C1)OC